(Z)-2-(3,4,4-trifluoro-4-((2-fluorophenyl)sulfonyl)but-2-en-1-yl)isoindoline-1,3-dione F\C(=C/CN1C(C2=CC=CC=C2C1=O)=O)\C(S(=O)(=O)C1=C(C=CC=C1)F)(F)F